(R)-3-((1-(3-(4-(1H-pyrazol-3-yl)piperidin-1-yl)-2-cyano-7-methylquinoxalin-5-yl)ethyl)amino)-6-chloropicolinic acid N1N=C(C=C1)C1CCN(CC1)C=1C(=NC2=CC(=CC(=C2N1)[C@@H](C)NC=1C(=NC(=CC1)Cl)C(=O)O)C)C#N